OCC(C#N)C 2-(hydroxymethyl)propionitrile